8-cyclohexyloxycarbonylmethyloxycarbonyl-tetracyclo[4.4.0.12,5.17,10]-3-dodecene C1(CCCCC1)OC(=O)COC(=O)C1C2C3C4C=CC(C3C(C1)C2)C4